3,4,5-trimethyl-gallic acid CC1(CC(C(=O)O)=CC(C1(O)C)(O)C)O